2-(6-((4-(2-(2-aminopyridin-3-yl)-5-phenyl-3H-imidazo[4,5-b]pyridin-3-yl)benzyl)carbamoyl)pyridin-2-yl)propanoic acid NC1=NC=CC=C1C1=NC=2C(=NC(=CC2)C2=CC=CC=C2)N1C1=CC=C(CNC(=O)C2=CC=CC(=N2)C(C(=O)O)C)C=C1